FC=1C(=NC(=NC1)N[C@H]1[C@@H](COCC1)O)C=1C=C2C(=C(C=NC2=CC1)C(=O)OCC)C(C)C ethyl 6-(5-fluoro-2-(((3S,4R)-3-hydroxytetrahydro-2H-pyran-4-yl)amino)pyrimidin-4-yl)-4-isopropylquinoline-3-carboxylate